3-(methoxymethylene)-1-methylcyclobutane-1-carbonitrile COC=C1CC(C1)(C#N)C